tert-Butyl (S)-3-(3-(1-(2-(diisopropylcarbamoyl)-4-fluorophenyl)-1H-pyrrolo[2,3-c]pyridine-3-carbonyl)azetidine-1-carbonyl)-2-azabicyclo[2.2.2]octane-2-carboxylate C(C)(C)N(C(=O)C1=C(C=CC(=C1)F)N1C=C(C=2C1=CN=CC2)C(=O)C2CN(C2)C(=O)[C@H]2N(C1CCC2CC1)C(=O)OC(C)(C)C)C(C)C